3-thiocyanopropyl-(triethoxysilane) S(C#N)CCC[Si](OCC)(OCC)OCC